OC1=C(C(/C=C/C2=CC=C(C=C2)N2CCCCC2)=O)C=CC(=C1)O 2',4'-Dihydroxy-4-piperidinochalcone